C(C=C)(=O)N1CC(CC1)C=1N=C(N2C(=NC=CC21)N)C2=C(C=C(OC=1C=C(C#N)C=CN1)C=C2)Cl 2-(4-(1-(1-acryloylpyrrolidin-3-yl)-5-aminoimidazo[1,5-c]pyrimidin-3-yl)-3-chlorophenoxy)isonicotinonitrile